NC=1C=C(C2=C(OCCO2)C1)N1CC(NCC1)C 7-Amino-5-(3-methylpiperazin-1-yl)-2,3-dihydro-1,4-benzodioxine